glycidic acid 2-ethylhexyl ester C(C)C(COC(C1CO1)=O)CCCC